FC(C1=CC=C(CCC2(CCCC=3C4=CC=CC=C4NC23)N)C=C1)(F)F (4-(trifluoromethyl)phenethyl)-2,3,4,9-tetrahydro-1H-carbazol-1-amine